CC1(OB(OC1(C)C)C1=CC=C(C=C1)SC(F)(F)F)C 4,4,5,5-tetramethyl-2-(4-((trifluoromethyl)thio)phenyl)-1,3,2-dioxaborolane